FC1(OC2=C(O1)C=CC(=C2)/C=C/C(=O)N2CCN(CC2)C(=O)C2CCOCC2)F (E)-3-(2,2-difluorobenzo[d][1,3]dioxol-5-yl)-1-(4-(tetrahydro-2H-pyran-4-carbonyl)piperazin-1-yl)prop-2-en-1-one